C(C)(C)(C)OC(=O)N1CCN(CC1)C=1C=CC=C2C(=CN=CC12)N1C(NC(CC1)=O)=O.FCCCCCCCCCCCS(=O)(=O)OCCCCCCCCCCCCCCCCCC octadecanyl fluoroundecyl-sulfonate tert-butyl-4-(4-(2,4-dioxotetrahydropyrimidin-1(2H)-yl)isoquinolin-8-yl)piperazine-1-carboxylate